6-chloro-3-(((R)-1-(3,6-dimethyl-2-((1R,5S,6R)-6-(6-methylpyrazin-2-yl)-3-azabicyclo[3.1.0]hexan-3-yl)-4-oxo-3,4-dihydroquinazolin-8-yl)ethyl)amino)-N-(methylsulfonyl)picolinamide ClC1=CC=C(C(=N1)C(=O)NS(=O)(=O)C)N[C@H](C)C=1C=C(C=C2C(N(C(=NC12)N1C[C@H]2C([C@H]2C1)C1=NC(=CN=C1)C)C)=O)C